5-(difluoromethyl)-N-((S)-4,4-dimethyl-1-oxo-1-(((S)-3-oxo-1-((S)-2-oxopyrrolidin-3-yl)-4-(trifluoromethoxy)butan-2-yl)amino)pentan-2-yl)isoxazole-3-carboxamide FC(C1=CC(=NO1)C(=O)N[C@H](C(N[C@@H](C[C@H]1C(NCC1)=O)C(COC(F)(F)F)=O)=O)CC(C)(C)C)F